P(=O)(OCN1C(OC2=C1C=C(C=C2)NC2=NC(=NC=C2C)NC2=CC=C(C=C2)C(NC2CCC2)=O)=O)([O-])[O-].[Na+].[Na+] sodium (5-(2-(4-(cyclobutylcarbamoyl)phenylamino)-5-methylpyrimidin-4-ylamino)-2-oxobenzo[d]oxazol-3(2H)-yl)methyl phosphate